C(C)[N-]CCCCCCCCCCCCCCCCCC N-ethyloctadecylamide